ClC=1C=C2C=CC(=NC2=CC1)CC(=O)N 6-chloro-2-quinolineacetamide